FC1=CC=C(C=C1)N1C[C@@H](N(CC1)CC[C@@H]1OC(C2(C1)CCN(CC2)C(=O)OC(C)(C)C)=O)C tert-butyl (R)-3-(2-((S)-4-(4-fluorophenyl)-2-methylpiperazin-1-yl)ethyl)-1-oxo-2-oxa-8-azaspiro[4.5]decane-8-carboxylate